(4-fluoro-1-(5-iodopyridin-2-yl)piperidin-4-yl)methanol FC1(CCN(CC1)C1=NC=C(C=C1)I)CO